[4-(4-piperidinylmethyl)piperidine-1-carbonyl]piperidine-1-carboxylic acid benzyl ester C(C1=CC=CC=C1)OC(=O)N1C(CCCC1)C(=O)N1CCC(CC1)CC1CCNCC1